C(CC)(=O)OC1COCC1OC(CC)=O tetrahydrofuran-3,4-diyl dipropionate